(E)-3-phenoxycinnamic acid O(C1=CC=CC=C1)C=1C=C(/C=C/C(=O)O)C=CC1